tert-Butyl (S)-2-butyl-5-oxo-4-phenylpiperazine-1-carboxylate C(CCC)[C@@H]1N(CC(N(C1)C1=CC=CC=C1)=O)C(=O)OC(C)(C)C